ClC1=CC2=C(N=C(N=C2)OC)N(C1=O)C1=CC=C(C=C1)OC(F)F 6-chloro-8-(4-(difluoromethoxy)phenyl)-2-methoxypyrido[2,3-d]pyrimidin-7(8H)-one